N1(CCCCCC1)C1=NOC(=N1)C=1C=CC(=C(C1)O)I 5-(3-(azepan-1-yl)-1,2,4-oxadiazol-5-yl)-2-iodophenol